N-(4-((1r,4r)-4-((2-(2-(dimethylamino)ethoxy)ethyl)carbamoyl)cyclohexyl)phenyl)isoindoline-2-carboxamide CN(CCOCCNC(=O)C1CCC(CC1)C1=CC=C(C=C1)NC(=O)N1CC2=CC=CC=C2C1)C